(E)-3-(2-(4-(6,7-dihydro-5H-pyrazolo[5,1-b][1,3]oxazine-3-carbonyl)piperazin-1-yl)phenyl)-N-hydroxyacrylamide N1=CC(=C2OCCCN21)C(=O)N2CCN(CC2)C2=C(C=CC=C2)/C=C/C(=O)NO